N=1N=CN(C1)C1=CC=C(C=N1)C#CC=1C(=NC(=NC1)N1C[C@@H](N(CC1)C1=NC=NC=C1)COC)Cl (R)-5-((6-(4H-1,2,4-triazol-4-yl)pyridin-3-yl)ethynyl)-4-chloro-2-(3-(methoxymethyl)-4-(pyrimidin-4-yl)piperazin-1-yl)pyrimidine